4-methylcyclohexanedicarboxylic acid calcium salt [Ca+2].CC1CCC(CC1)(C(=O)[O-])C(=O)[O-]